2-[6-(ethylamino)-2-fluoropyridin-3-yl]pyrazolo[1,5-a]pyrimidine-3-carboxylic acid ethyl ester C(C)OC(=O)C=1C(=NN2C1N=CC=C2)C=2C(=NC(=CC2)NCC)F